(7E)-11-bromo-1,1-dihexyloxy-7-undecene BrCCC/C=C/CCCCCC(OCCCCCC)OCCCCCC